3-(1-(2-chloro-4-fluorophenyl)cyclopropyl)-5-(4,5-dimethyl-1H-pyrazol-3-yl)-1,2,4-oxadiazole ClC1=C(C=CC(=C1)F)C1(CC1)C1=NOC(=N1)C1=NNC(=C1C)C